ClC=1C=C(C=CC1F)C1(NC=NC2=CC(=C(C=C12)N)OC)N 4-(3-chloro-4-fluorophenyl)-7-methoxyquinazoline-4,6-diamine